(R)-2-CYCLOPROPYLPENT-4-ENE-1-SULFONAMIDE C1(CC1)[C@H](CS(=O)(=O)N)CC=C